FC=1C=C(C=C(C1)F)NC=1C2=C(N=C(N1)NC=1C=NN(C1)C1CCN(CC1)C)SC=C2C N4-(3,5-difluorophenyl)-5-methyl-N2-(1-(1-methylpiperidin-4-yl)-1H-pyrazol-4-yl)thieno[2,3-d]pyrimidine-2,4-diamine